capryloyl-(caprylic acid) C(CCCCCCC)(=O)C(C(=O)O)CCCCCC